(4-aminophenyl)-5-(3-fluoro-4-((4-methylpyrimidin-2-yl)oxy)phenyl)-4-aminopyrimidine NC1=CC=C(C=C1)C1=NC=C(C(=N1)N)C1=CC(=C(C=C1)OC1=NC=CC(=N1)C)F